N1C(=NC2=C1C=CC=C2)CNCCC=2SC(=C(N2)C(=O)NCC2=NC=CC=N2)Cl 2-{2-[(1H-1,3-Benzodiazol-2-ylmethyl)amino]ethyl}-5-chloro-N-(pyrimidin-2-ylmethyl)-1,3-thiazole-4-carboxamide